NC1CCCC12CCN(CC2)C=2C(=NC(=C(N2)C)C2=C(C(=CC=C2)Cl)Cl)C(=O)N 3-(1-amino-8-azaspiro[4.5]dec-8-yl)-6-(2,3-dichlorophenyl)-5-methylpyrazine-2-carboxamide